C1(CC1)C1=C(C(=NO1)C1=C(C=CC=C1Cl)Cl)COC12CCC(CC1)(CC2)C2=NC(=NO2)C2CC2 2-(5-(4-((5-Cyclopropyl-3-(2,6-dichlorophenyl)isoxazol-4-yl)methoxy)bicyclo[2.2.2]octan-1-yl)-1,2,4-oxadiazol-3-yl)cyclopropan